C(#N)C1=CC=C(C=C1)N1CC(CC2=CC=CC=C12)CNC(C=C)=O N-((1-(4-cyanophenyl)-1,2,3,4-tetrahydroquinolin-3-yl)methyl)acrylamide